The molecule is a methoxybenzoate that is the conjugate base of vanillic acid. It has a role as a plant metabolite. It is a methoxybenzoate and a monohydroxybenzoate. It is a conjugate base of a vanillic acid. COC1=C(C=CC(=C1)C(=O)O)[O-]